ethyl 6-(1-benzyl-1H-pyrazole-4-carbonyl)-2-(1-(trifluoromethyl) cyclopropane-1-carbonyl)-2,6-diazaspiro[3.4]octane-8-carboxylate C(C1=CC=CC=C1)N1N=CC(=C1)C(=O)N1CC2(CN(C2)C(=O)C2(CC2)C(F)(F)F)C(C1)C(=O)OCC